methyl (R)-1-(4-((1-(3-(difluoromethyl)-2-fluorophenyl)ethyl)-amino)pyrido[3,4-d]pyrimidin-6-yl)cyclopropane-1-carboxylate FC(C=1C(=C(C=CC1)[C@@H](C)NC=1C2=C(N=CN1)C=NC(=C2)C2(CC2)C(=O)OC)F)F